C(C)(C)C1(C=CC=C1)[La](C1(C=CC=C1)C(C)C)C1(C=CC=C1)C(C)C tri(isopropyl-cyclopentadienyl)lanthanum